tert-butyl ((3R,5R)-5-(4-(4-(3-(2,6-dioxopiperidin-3-yl)phenoxy)piperidin-1-yl)phenyl)-1-methylpiperidin-3-yl)carbamate O=C1NC(CCC1C=1C=C(OC2CCN(CC2)C2=CC=C(C=C2)[C@H]2C[C@H](CN(C2)C)NC(OC(C)(C)C)=O)C=CC1)=O